O=C1N(C(C2CCCCC12)=O)C1=C(C=2C(S1)=CSC2)C(=O)O (1,3-dioxo-3a,4,5,6,7,7a-hexahydroisoindol-2-yl)thieno[3,4-b]thiophene-3-carboxylic acid